5-(3-chloroimidazo[1,2-a]pyrimidin-6-yl)-N-(3,3-difluorocyclobutyl)pyrrolo[2,1-f][1,2,4]triazin-2-amine ClC1=CN=C2N1C=C(C=N2)C=2C=CN1N=C(N=CC12)NC1CC(C1)(F)F